FC1(CCN(CC1)C=1N=C(C=C2C1OC=C2)C2=NN=C(O2)C2=C(C=C(C=C2)NC(CO)(C)C)N2CCC1(CC1)CC2)F 2-((4-(5-(7-(4,4-difluoropiperidin-1-yl)furo[2,3-c]pyridin-5-yl)-1,3,4-oxadiazol-2-yl)-3-(6-azaspiro[2.5]oct-6-yl)phenyl)amino)-2-methylpropan-1-ol